COC=1C=C(C=CC1OC)C1=NN2C(C(=CC(=C2)C2=CC=C(C=C2)N2CC3CCC(C2)N3C(C)C)C)=N1 2-(3,4-dimethoxyphenyl)-6-(4-(8-isopropyl-3,8-diazabicyclo[3.2.1]octan-3-yl)phenyl)-8-methyl-[1,2,4]triazolo[1,5-a]pyridine